CCC(C(C)C1=NC2=CC=CC=C2N=C1Cl)O methyl-3-(3-chloroquinoxalin-2-yl)butan-2-ol